N-{(2S,3R)-2-[(2,2'-difluoro[1,1'-biphenyl]-3-yl)methyl]-4,4-difluoro-1-[(2R)-oxolane-2-carbonyl]pyrrolidin-3-yl}ethanesulfonamide FC1=C(C=CC=C1C[C@@H]1N(CC([C@@H]1NS(=O)(=O)CC)(F)F)C(=O)[C@@H]1OCCC1)C1=C(C=CC=C1)F